N-(2-((((9H-fluoren-9-yl)methoxy)carbonyl)amino)ethyl)-N-(tert-butoxycarbonyl)glycine C1=CC=CC=2C3=CC=CC=C3C(C12)COC(=O)NCCN(CC(=O)O)C(=O)OC(C)(C)C